F.N1CCC(CC1)=O 4-piperidone hydrofluoric acid salt